NC1=CC(=NN1C1=CC=C(C=C1)C)C 5-amino-1-(4-methylphenyl)-3-methylpyrazole